COC([C@H](CC(C)C)N1C(C(=NC(=C1)CCN(C)C)C)=O)=O (S)-2-(5-(2-(dimethylamino)ethyl)-3-methyl-2-oxopyrazin-1(2H)-yl)-4-methylpentanoic acid methyl ester